COC1=CC=C(C=C1)C#CCC(=O)C1=CC=CC=C1 2-(4-methoxyphenylethynyl)acetophenone